(R)-6-((2,4,5-trifluorobenzyl)oxy)-10,10a-dihydro-1H-oxazolo[3',4':3,4]imidazo[1,2-c]pyrimidin-8(3H)-one FC1=C(COC=2C=C3N(C(N2)=O)C[C@H]2N3COC2)C=C(C(=C1)F)F